CC1(OB(OC1(C)C)C1=CC2(C1)OCCCC2)C 4,4,5,5-tetramethyl-2-(5-oxaspiro[3.5]non-1-en-2-yl)-1,3,2-dioxaborolane